COC(CC[C@H](NC(=O)OCC1C2=CC=CC=C2C2=CC=CC=C12)C(=O)O)=O fmoc-L-glutamic acid-5-methyl ester